(S*)-6-(4-Ethyl-3-(hydroxymethyl)-5-oxo-4,5-dihydro-1H-1,2,4-triazol-1-yl)-7-fluoro-2-(2-fluoro-5-methylphenyl)-4-(prop-1-en-2-yl)-3,4-dihydroisoquinolin-1(2H)-one C(C)N1C(=NN(C1=O)C=1C=C2[C@@H](CN(C(C2=CC1F)=O)C1=C(C=CC(=C1)C)F)C(=C)C)CO |o1:11|